[Cl-].ClCC1=C(C=CC=C1)P(C1=CC=CC=C1)C1=CC=CC=C1 chloromethyl-triphenylphosphine chloride